N1(CCNCC1)C1=CC=C(C=C1)NC1=NC=CC=N1 N-(4-(piperazin-1-yl)phenyl)pyrimidin-2-amin